6-(difluoromethyl)-1,2,4-triazine-3,5-dione FC(C=1C(NC(NN1)=O)=O)F